ethylenediamine tetraacetate salt C(C)(=O)O.C(C)(=O)O.C(C)(=O)O.C(C)(=O)O.C(CN)N